O1C[C@@H](CC1)NS([O-])(=O)=O (R)-tetrahydrofuran-3-yl-sulfamate